3-Ethyl-2,6-dimethoxybenzenesulfonamide C(C)C=1C(=C(C(=CC1)OC)S(=O)(=O)N)OC